4-(2-((5-(5-(difluoromethyl)-1,3,4-oxadiazole-2-yl)pyridine-2-yl)methyl)-4,4-dimethyl-1,3-dioxo-1,2,3,4-tetrahydroisoquinoline-7-yl)piperidine-1-carboxylate FC(C1=NN=C(O1)C=1C=CC(=NC1)CN1C(C2=CC(=CC=C2C(C1=O)(C)C)C1CCN(CC1)C(=O)[O-])=O)F